C([C@@H]1[C@H]([C@@H]([C@@H](C(O1)O)O)O)O)O D(+)-mannose